6-[5,9-bis(decyl)-2,2,3,3,11,11,12,12-octamethyl-4,10-dioxa-7-aza-3,11-disilatridecan-7-yl]hexan-1-ol C(CCCCCCCCC)C(O[Si](C(C)(C)C)(C)C)CN(CC(O[Si](C(C)(C)C)(C)C)CCCCCCCCCC)CCCCCCO